methyl 4-[(3S)-3-[(tert-butoxycarbonyl)(methyl)amino]pyrrolidin-1-yl]-2-ethyl-6-fluoroindazole-7-carboxylate C(C)(C)(C)OC(=O)N([C@@H]1CN(CC1)C=1C2=CN(N=C2C(=C(C1)F)C(=O)OC)CC)C